(S)-4-(3-(3-chloro-5-(trifluoromethoxy)phenyl)-5-(3-(trifluoromethyl)phenylsulfonyl)-6a,7,9,10-tetrahydro-5H-pyrazino[1,2-a]pyrido[3,2-e]pyrazin-8(6H)-yl)-4-oxobutanoic acid ClC=1C=C(C=C(C1)OC(F)(F)F)C1=CC=2N(C[C@H]3N(C2N=C1)CCN(C3)C(CCC(=O)O)=O)S(=O)(=O)C3=CC(=CC=C3)C(F)(F)F